3-[[6-(benzylamino)-9-propan-2-ylpurin-2-yl]amino]propan C(C1=CC=CC=C1)NC1=C2N=CN(C2=NC(=N1)NCCC)C(C)C